2-ethoxy-3,7,11,15-tetramethylhexadeca-2,6,10,14-tetraen-1-ol C(C)OC(CO)=C(CCC=C(CCC=C(CCC=C(C)C)C)C)C